ClC=1C=C(C=2C(=CNC2C1Cl)C=1C=NNC1)NCC(F)F 6,7-Dichloro-N-(2,2-difluoroethyl)-3-(1H-pyrazol-4-yl)-1H-indol-4-amine